5-(2-(2-(4-(tert-Butyl)piperazin-1-yl)pyridin-4-yl)-1H-pyrrolo[2,3-b]pyridin-4-yl)-1H-indazol C(C)(C)(C)N1CCN(CC1)C1=NC=CC(=C1)C1=CC=2C(=NC=CC2C=2C=C3C=NNC3=CC2)N1